N-(1-((5-cyano-2-fluorophenyl)amino)-6-methylisoquinolin-5-yl)-4-((2,4-dimethoxybenzyl)amino)quinazoline-8-carboxamide C(#N)C=1C=CC(=C(C1)NC1=NC=CC2=C(C(=CC=C12)C)NC(=O)C=1C=CC=C2C(=NC=NC12)NCC1=C(C=C(C=C1)OC)OC)F